C(C)(C)(C)OC(=O)N1CCC=2C=CC(=NC2C1)OC(C)C1=C(C=C(C=C1)Cl)F tert-butyl-2-(1-(4-chloro-2-fluorophenyl)ethoxy)-5,8-dihydro-1,7-naphthyridine-7(6H)-carboxylate